ClC=1N=CC2=C(N1)N(C=C2C2CC2)CC2=CC=C(C=C2)C=2N(C=C(N2)C(F)(F)F)C(C)C 2-chloro-5-cyclopropyl-7-(4-(1-isopropyl-4-(trifluoromethyl)-1H-imidazol-2-yl)benzyl)-7H-pyrrolo[2,3-d]pyrimidine